COC(=O)C12C(N(C(C(CN(C1)CCCN1CC3(C(N(C(C(C1)(C3=O)C(=O)OC)C3=NC=CC=C3)C)C3=NC=CC=C3)C(=O)OC)(C2=O)C(=O)OC)C2=NC=CC=C2)C)C2=NC=CC=C2 1,3-bis{1,5-bis(methoxycarbonyl)-3-methyl-9-oxo-2,4-bis(pyridin-2-yl)-3,7-diazabicyclo[3.3.1]Nonan-7-yl}propane